N-((R)-2-ethyl-4,4-difluorobutyryl)-O-((1s,3s)-3-(2-(5,6,7,8-tetrahydro-1,8-naphthyridin-2-yl)ethyl)cyclobutyl)-L-homoserine C(C)[C@@H](C(=O)N[C@@H](CCOC1CC(C1)CCC1=NC=2NCCCC2C=C1)C(=O)O)CC(F)F